(S)-4-(2-(2-((5-chloro-2-(3,3-difluoroazetidin-1-yl)phenyl)amino)-2-oxoacetamido)-3-phenylpropionamido)benzoic acid ClC=1C=CC(=C(C1)NC(C(=O)N[C@H](C(=O)NC1=CC=C(C(=O)O)C=C1)CC1=CC=CC=C1)=O)N1CC(C1)(F)F